CN(CCCOC1=C(C=C(C=N1)C1=CC=2C3=C(C=NC2C=C1)N(C(C31CC1)=O)C)C)C 8'-(6-(3-(Dimethylamino)propoxy)-5-methylpyridin-3-yl)-3'-methylspiro[cyclopropane-1,1'-pyrrolo[2,3-c]quinolin]-2'(3'H)-one